C(C1=CC=CC=C1)C=1NC(=NN1)C(=O)NC1=NC=CC(=C1)C1=C(C=CC(=C1)C(F)(F)F)C 5-benzyl-N-(4-(2-methyl-5-(trifluoromethyl)phenyl)pyridin-2-yl)-4H-1,2,4-triazole-3-carboxamide